FC=1C=C2C=C(NC2=CC1OCC=1N=CSC1)CNC(=O)N1CC(C1)C N-((5-fluoro-6-(thiazol-4-ylmethoxy)-1H-indol-2-yl)methyl)-3-methylazetidine-1-carboxamide